2-(4-(trifluoromethyl)phenyl)bicyclo[1.1.1]Pentane-1,3-dicarboxylic acid dimethyl ester COC(=O)C12C(C(C1)(C2)C(=O)OC)C2=CC=C(C=C2)C(F)(F)F